P(=O)(O)(O)OC[C@@H]1[C@H]([C@H]([C@@H](O1)N1C=NC=2C(N)=NC=NC12)OC1[C@H](O)[C@H](O)[C@H](O1)CO)O O-ribosyl-adenosine (phosphate)